NC1=C(C=CC=C1)NC1=NC(=NC=C1C(=O)NC1=C(C=CC=C1C)Cl)Cl 4-((2-aminophenyl)amino)-2-chloro-N-(2-chloro-6-methylphenyl)pyrimidine-5-carboxamide